OCN1C(=O)N(C)C=2N=CNC2C1=O hydroxytheophylline